2,2'-Azobisisovaleronitrile N(=NC(C#N)C(C)C)C(C#N)C(C)C